5-[6-(4,4-difluoropiperidin-1-yl)-5-fluoropyridin-3-yl]-1,2,4-oxadiazole-3-carboxylic acid Ethyl-5-[6-(4,4-difluoropiperidin-1-yl)-5-fluoropyridin-3-yl]-1,2,4-oxadiazole-3-carboxylate C(C)OC(=O)C1=NOC(=N1)C=1C=NC(=C(C1)F)N1CCC(CC1)(F)F.FC1(CCN(CC1)C1=C(C=C(C=N1)C1=NC(=NO1)C(=O)O)F)F